ClC=1C(=NC=CC1)C(C)(C)NC1=NC=C(C=N1)C=1C(=NNC1)CC(=O)O 2-[4-(2-{[1-(3-chloro(2-pyridyl))-isopropyl]amino}pyrimidin-5-yl)pyrazolyl]acetic acid